3-fluoro-5-((4-(3-methyl-4-oxo-4,5,6,7-tetrahydro-1H-pyrazolo[4,3-c]pyridin-1-yl)pyridin-2-yl)methyl)benzonitrile FC=1C=C(C#N)C=C(C1)CC1=NC=CC(=C1)N1N=C(C=2C(NCCC21)=O)C